BrCCC1=C(C=C(C=C1)F)F 1-(2-bromoethyl)-2,4-difluorobenzene